CS(=O)(C)=NC=1C=CC(=NC1)N1N=CN=C1[C@H](C)NC(C1=CC(=CC=C1)C(F)(F)F)=O (S)-N-(1-(1-(5-((dimethyl(oxo)-λ6-sulfaneylidene)amino)pyridin-2-yl)-1H-1,2,4-triazol-5-yl)ethyl)-3-(trifluoromethyl)benzamide